CC1=C(OC2=C(C1=O)C=C(C=C2[C@@H](C)NC2=C(C=CC=C2)C2=NOC=N2)C)C2=CC=CC=C2 3,6-dimethyl-8-[(1R)-1-[2-(1,2,4-oxadiazol-3-yl)anilino]ethyl]-2-phenyl-benzopyran-4-one